ClC=1C=CC(=C(C1)NC=1SC=C(N1)C1=C(N=C(S1)NC(C(C)(C)C)=O)C)OC N-(2-(5-chloro-2-methoxyphenyl-amino)-4'-methyl-4,5'-bithiazol-2'-yl)pivalamide